5-Bromo-3,3-dimethylindole-6-carboxylate BrC=1C=C2C(C=NC2=CC1C(=O)[O-])(C)C